4-(6-(4-((5-chloropyridin-2-yl)methyl)piperazin-1-yl)pyridin-3-yl)-6-(2-methoxyethoxy)pyrazolo[1,5-a]pyridine-3-carbonitrile ClC=1C=CC(=NC1)CN1CCN(CC1)C1=CC=C(C=N1)C=1C=2N(C=C(C1)OCCOC)N=CC2C#N